7-allyloxy-4,8-dimethyl-coumarin C(C=C)OC1=CC=C2C(=CC(OC2=C1C)=O)C